(3R,4R)-4-Fluoro-1-(5-fluoro-1-((5-fluoro-2-pyridinyl)methyl)-1H-benzimidazol-2-yl)-3-piperidinamin F[C@H]1[C@@H](CN(CC1)C1=NC2=C(N1CC1=NC=C(C=C1)F)C=CC(=C2)F)N